C1(CC1)C=1OC=C(N1)C1=CC(=NC=C1)N(C(=O)[C@@H]1CC[C@H](CC1)OC(=O)N1CC(C1)CC(=O)O)C[C@@H]1CC[C@H](CC1)C1=NC(=C(C=C1)OC)C 2-(1-(((trans-4-((4-(2-Cyclopropyloxazol-4-yl)pyridine-2-yl)((trans-4-(5-methoxy-6-methylpyridin-2-yl)cyclohexyl)methyl)carbamoyl)cyclohexyl)oxy)carbonyl)azetidin-3-yl)acetic acid